1-[4-(phenylsulfamoyl)phenyl]piperidin C1(=CC=CC=C1)NS(=O)(=O)C1=CC=C(C=C1)N1CCCCC1